C(C)NCCCCNC(C)=O N-(4-(ethylamino)butyl)acetamide